OC1=C(C=CC=C1O)/C=C/CN(C(OC(C)(C)C)=O)C tertiary-Butyl (E)-(3-(2,3-dihydroxyphenyl)allyl)(methyl)carbamate